Cyclopropyl-(3-(6-(1-(difluoromethyl)-1H-pyrazol-4-yl)-7H-pyrrolo[2,3-d]pyrimidin-4-yl)-3,8-diazabicyclo[3.2.1]oct-8-yl)methanone C1(CC1)C(=O)N1C2CN(CC1CC2)C=2C1=C(N=CN2)NC(=C1)C=1C=NN(C1)C(F)F